((4aR,8aR)-5,5,8a-trimethyl-2-oxodecahydronaphthalen-1-yl)methyl acetate C(C)(=O)OCC1C(CC[C@@H]2C(CCC[C@@]12C)(C)C)=O